Oxaloacetic acid diethyl ester CCOC(=O)COC(=O)C(=O)OCC